N-[1-[[(2S)-2,6-diaminohexanoyl]amino]-2-methylpropan-2-yl]-4-[[3-(2,3-difluoro-4-methoxyphenyl)imidazo[1,2-a]pyrazin-8-yl]amino]-2-ethylbenzamide N[C@H](C(=O)NCC(C)(C)NC(C1=C(C=C(C=C1)NC=1C=2N(C=CN1)C(=CN2)C2=C(C(=C(C=C2)OC)F)F)CC)=O)CCCCN